NC=1C=CC(=C2CN(C(C12)=O)CC(C#N)CCl)C=1C=C2C(=NNC2=CC1)C1=CSC=C1 2-({7-amino-1-oxo-4-[3-(thiophen-3-yl)-1H-indazol-5-yl]-2,3-dihydro-1H-isoindol-2-yl}methyl)-3-chloropropanenitrile